ClC1=NC=2C=C(C=CC2C2=C1COC2)CN(C(=O)C=2C=NC(=CC2)C(F)(F)F)C2=NC=CN=C2OC N-({4-chloro-1H,3H-furo[3,4-c]quinolin-7-yl}methyl)-N-(3-methoxypyrazin-2-yl)-6-(trifluoromethyl)pyridine-3-carboxamide